N1C=CC=2C1=NC=C(C2)C2=NN(C1=NC=NC(=C12)N)CC=1C=C2CCNCC2=CC1 3-(1H-pyrrolo[2,3-b]pyridin-5-yl)-1-((1,2,3,4-tetrahydroisoquinolin-6-yl)methyl)-1H-pyrazolo[3,4-d]pyrimidin-4-amine